3-(6-benzoyl-9H-purin-9-yl)propionitrile C(C1=CC=CC=C1)(=O)C1=C2N=CN(C2=NC=N1)CCC#N